7-(bromomethyl)-8-chloro-3-ethyl-1H-quinolin-2-one BrCC1=CC=C2C=C(C(NC2=C1Cl)=O)CC